[Si](C)(C)(C(C)(C)C)O[C@H]1[C@@H](O[C@@H]([C@H]1O[Si](C)(C)C(C)(C)C)CO[Si](C)(C)C(C)(C)C)N1N=CC(=NC1=O)NC(OCCCCC)=O PENTYL (2-((2R,3R,4R,5R)-3,4-BIS((TERT-BUTYLDIMETHYLSILYL)OXY)-5-(((TERT-BUTYLDIMETHYLSILYL)OXY)METHYL)TETRAHYDROFURAN-2-YL)-3-OXO-2,3-DIHYDRO-1,2,4-TRIAZIN-5-YL)CARBAMATE